C(CCCCC)C(C(=O)N(C)CC(=O)OCCCCCC(CCCCCOC(CN(C(C(CCCCCCCC)CCCCCC)=O)C)=O)NCCCN(C)C)CCCCCCCC 6-((3-(Dimethylamino)propyl)amino)undecane-1,11-diyl bis(2-(2-hexyl-N-methyl-decanamido)acetate)